(R)-2,2-dimethyl-cyclopropanecarboxylic acid CC1([C@@H](C1)C(=O)O)C